[Cl-].C(CCCCCCC\C=C/CCCCCCCC)(=O)[N+](C)(CC)C(CCCCCCC\C=C/CCCCCCCC)=O dioleoylethyl-methyl-ammonium chloride